OC(C=CC(=O)O)CCCCCCCCCC(CCCC)O 4,14-dihydroxy-octadecenoic acid